2-(4-bromophenyl)quinoxaline-6,7-dicarbonitrile BrC1=CC=C(C=C1)C1=NC2=CC(=C(C=C2N=C1)C#N)C#N